2-[4-[3-(4-Methoxyphenyl)-3-oxoprop-1-enyl]phenoxy]acetic acid COC1=CC=C(C=C1)C(C=CC1=CC=C(OCC(=O)O)C=C1)=O